COC1=CC=C(C=C1)C1(C=CC2=C(O1)C1=CC=CC=C1C(=C2C(=O)OC)O)C2=CC=C(C=C2)OC 2,2-bis(4-methoxyphenyl)-5-methoxycarbonyl-6-hydroxy-[2H]-naphtho[1,2-b]pyran